methyl (±)-2-(2,2,2-trifluoroacetamido)-2-(3-(trifluoromethyl)phenyl)acetate FC(C(=O)N[C@@H](C(=O)OC)C1=CC(=CC=C1)C(F)(F)F)(F)F |r|